allyl-ethylene glycol monomethyl ether COC(CO)CC=C